N1(CCN(CCNCC1)CC=1C(=C(C=C(C1)C)C(C(=O)N)(CO)O)O)CC=1C(=C(C=C(C1)C)C(C(=O)N)(CO)O)O N'-{1,4,7-triazonane-1,4-diylbis[methylene(2-hydroxy-5-methyl-3,1-phenylene)]}bis(2,3-dihydroxypropanamide)